4-(3-(1H-imidazol-2-yl)phenyl)-2-amino-6-methoxypyridine-3,5-dicarbonitrile N1C(=NC=C1)C=1C=C(C=CC1)C1=C(C(=NC(=C1C#N)OC)N)C#N